2-[2-[2-[2-[2,3-bis(non-8-enoxy)propoxy]ethoxy]ethoxy]ethoxy]ethoxymethylbenzene C(CCCCCCC=C)OC(COCCOCCOCCOCCOCC1=CC=CC=C1)COCCCCCCCC=C